N=1C=CN2C1N=CC(=C2)C=2C=CN1N=C(N=CC12)N[C@@H]1C[C@H](C1)N trans-N1-(5-(imidazo[1,2-a]pyrimidin-6-yl)pyrrolo[2,1-f][1,2,4]triazin-2-yl)cyclobutane-1,3-diamine